((6-(trifluoromethoxy)benzo[d]thiazol-2-yl)methyl)carbamic acid tert-butyl ester C(C)(C)(C)OC(NCC=1SC2=C(N1)C=CC(=C2)OC(F)(F)F)=O